O=C1NC(CCC1N1C(C2=CC=CC(=C2C1)NC1CC(CC1)CNC(OC(C)(C)C)=O)=O)=O tert-butyl ((3-((2-(2,6-dioxopiperidin-3-yl)-1-oxoisoindolin-4-yl)amino)cyclopentyl)methyl)carbamate